4-(1-propenoyl-1,2,5,6-tetrahydropyridin-3-yl)-3-chloro-5-fluoro-2-methyl-1H-indole-7-carboxamide C(C=C)(=O)N1CC(=CCC1)C1=C2C(=C(NC2=C(C=C1F)C(=O)N)C)Cl